tetrahydro-2,7-naphthyridine hydrochloride Cl.C1NCCC2=CC=NC=C12